(3-(((4-chloropyrimidin-2-yl)oxy)methyl)bicyclo[1.1.1]-pentan-1-yl)(4-fluoro-2-(3-fluorophenyl)pyrrolidin-1-yl)methanone ClC1=NC(=NC=C1)OCC12CC(C1)(C2)C(=O)N2C(CC(C2)F)C2=CC(=CC=C2)F